2-(6-(5-chloro-1-((2-(3-methoxyphenyl) pyrimidin-5-yl) methyl)-1H-Indazole-7-carboxamido)spiro[3.3]heptan-2-yl)ethyl acetate C(C)(=O)OCCC1CC2(C1)CC(C2)NC(=O)C=2C=C(C=C1C=NN(C21)CC=2C=NC(=NC2)C2=CC(=CC=C2)OC)Cl